[Br-].C(C)(=O)OCCCCCCCCCC1=C(C=CC=C1)P(C1=CC=CC=C1)C1=CC=CC=C1 9-acetoxynonyltriphenylphosphine bromide